ClC1=NC(=C2C(=N1)N(N=C2)C)NC2=CC(=C(C=C2)C(F)(F)F)F 6-chloro-N-[3-fluoro-4-(trifluoromethyl)phenyl]-1-methyl-pyrazolo[3,4-d]pyrimidin-4-amine